C(CCCCC)C(COC(=O)CCCCCC(C(N)N)(C)CCCCCC(=O)OCC(CCCCCCCC)CCCCCC)CCCCCCCC bis(5'-((2-hexyldecyl)oxy)carbonyl-pentyl)-propanediamine